7-fluoro-1-methyl-benzimidazole-5-carboxylic acid FC1=CC(=CC2=C1N(C=N2)C)C(=O)O